FC1=CC(=C(C=C1)NC(=O)C1=CN=C2CCCN(C2=C1)C(=O)OC(C)(C)C)S(=O)(=O)C tert-butyl 7-[(4-fluoro-2-methanesulfonylphenyl)carbamoyl]-1,2,3,4-tetrahydro-1,5-naphthyridine-1-carboxylate